5-bromo-1-(4,4-difluorocyclohex-1-en-1-yl)pyridin BrC=1C=CCN(C1)C1=CCC(CC1)(F)F